NC=1C=CC(=NC1C)C1=CN(C2=C(C=CC=C12)C1CC1)C(=O)OC(C)(C)C tert-butyl 3-(5-amino-6-methylpyridin-2-yl)-7-cyclopropylindole-1-carboxylate